3-(3-Phenylpropyl)-5-[(2S)-1-tert-butoxycarbonylpiperidin-2-yl]-1,2,4-oxadiazole C1(=CC=CC=C1)CCCC1=NOC(=N1)[C@H]1N(CCCC1)C(=O)OC(C)(C)C